C1(=CC=CC=C1)N1C=C(C2=CC=CC=C12)C1(COC1)O 3-(1-phenyl-1H-indol-3-yl)oxetan-3-ol